C(C1=CC=CC=C1)NC1=NC=C(C2=C1CCO2)C=2C=NNC2 N-benzyl-7-(1H-pyrazol-4-yl)-2,3-dihydrofuro[3,2-C]pyridin-4-amine